tert-butyl 4-(6-morpholino-2-oxo-3H-imidazo[4,5-b]pyridin-1-yl)piperidine-1-carboxylate O1CCN(CC1)C=1C=C2C(=NC1)NC(N2C2CCN(CC2)C(=O)OC(C)(C)C)=O